3-(5-amino-8-(4-methyl-oxazol-5-yl)-2-((6-(trifluoromethyl)pyridin-2-yl)methyl)-[1,2,4]triazolo[1,5-c]pyrimidin-7-yl)benzonitrile NC1=NC(=C(C=2N1N=C(N2)CC2=NC(=CC=C2)C(F)(F)F)C2=C(N=CO2)C)C=2C=C(C#N)C=CC2